prostane CCCCCCC[C@H]1CCC[C@@H]1CCCCCCCC